C(N1C(OC2=C1C=C(C=C2)B2OC(C(O2)(C)C)(C)C)=O)([2H])([2H])[2H] 3-(methyl-d3)-5-(4,4,5,5-tetramethyl-1,3,2-dioxaborolane-2-yl)benzo[d]oxazol-2(3H)-one